NC1=C(C=C(C(=C1)[N+](=O)[O-])Cl)C#CCNC(OC(C)(C)C)=O tert-butyl (3-(2-amino-5-chloro-4-nitrophenyl)prop-2-yn-1-yl)carbamate